O=C(CCOCCC)N1CC=2N(CC1)C=1C(C2)=C(SN1)C(F)(F)F 1-(3-oxo-3-(3-(trifluoromethyl)-7,8-dihydroisothiazolo[4',3':4,5]pyrrolo[1,2-a]pyrazin-6(5H)-yl)propoxy)propan